8-chloro-6-(o-chlorophenyl)-1-methyl-4H-s-triazolo-[4,3-a][1,4]benzodiazepine ClC=1C=CC2=C(C(=NCC=3N2C(=NN3)C)C3=C(C=CC=C3)Cl)C1